(5-(1-((4-trifluoromethoxyphenyl)sulfonyl)-1,2,5,6-tetrahydropyridin-4-yl)-3-hydroxy-pyridine-2-carbonyl)glycine methyl ester COC(CNC(=O)C1=NC=C(C=C1O)C1=CCN(CC1)S(=O)(=O)C1=CC=C(C=C1)OC(F)(F)F)=O